C(C)(C)(C)OC(=O)N1CC2(C1)C[C@H](CC2)OS(=O)(=O)C (6S)-6-[(methylsulfonyl)oxy]-2-azaspiro[3.4]octane-2-carboxylic acid tert-butyl ester